2-(4-(((6-(cyclopropyl((3-oxo-3,4-dihydro-2H-benzo[b][1,4]oxazin-7-yl)methyl)amino)-5-fluoropyrimidin-4-yl)amino)methyl)piperidin-1-yl)acetamide C1(CC1)N(C1=C(C(=NC=N1)NCC1CCN(CC1)CC(=O)N)F)CC=1C=CC2=C(OCC(N2)=O)C1